FC=1C=CC(=NC1)N[C@@H]1CN(C[C@H]1OCC1=CC=C(C=C1)C(F)(F)F)C(=O)OC(C)(C)C tert-butyl trans-3-((5-fluoropyridin-2-yl)amino)-4-((4-(trifluoromethyl)benzyl)oxy)pyrrolidine-1-carboxylate